2-Methoxy-2-methylpropan COC(C)(C)C